(trans)-2-((2-chloro-5-methylpyrimidin-4-yl)amino)cyclohexane-1-carbonitrile ClC1=NC=C(C(=N1)N[C@H]1[C@@H](CCCC1)C#N)C